N[C@H]1[C@@H](C(N[C@@H]1C=1SC(=CC1)Cl)=O)C |r| rac-(3S,4S,5S)-4-amino-5-(5-chlorothien-2-yl)-3-methylpyrrolidin-2-one